NC1=NC=C(C=C1F)F 2-Amino-3,5-difluoropyridine